ClC1=CC=C(C=C1)C(CN1N=C(C=C1C(=O)OCC)[N+](=O)[O-])=O ethyl 2-[2-(4-chlorophenyl)-2-oxo-ethyl]-5-nitro-pyrazole-3-carboxylate